BrC=1C=C2C(=NN(C(C2=CC1)=O)CC(=O)OC)OC1(CC1)F Methyl 2-(6-bromo-4-(2-trans-fluorocyclopropoxy)-1-oxophthalazin-2(1H)-yl)acetate